C(CCC)C1=CC=C(C(=O)OC(C)C(C(C)OC(C2=CC=C(C=C2)CCCC)=O)CC)C=C1 3-ethyl-2,4-pentanediol bis(4-n-butyl benzoate)